S1C(=NC=C1)C1=CC(=CC=2N=C(OC21)N2CC1N(C(C2)C1)C(=O)OC(C)(C)C)OCC(F)(F)F tert-Butyl 3-(7-(thiazol-2-yl)-5-(2,2,2-trifluoroethoxy)benzo[d]oxazol-2-yl)-3,6-diazabicyclo[3.1.1]heptane-6-carboxylate